BrC1=C(OCCN2CCN(CC2)CC(=O)NC2=CC(=CC=C2)NC2C(NC(CC2)=O)=O)C=CC(=C1)N1C(N(C(C1(C)C)=O)C1=CC(=C(C=C1)C#N)C(F)(F)F)=S 2-(4-(2-(2-bromo-4-(3-(4-cyano-3-(trifluoromethyl)phenyl)-5,5-dimethyl-4-oxo-2-thioxoimidazolidin-1-yl)phenoxy)ethyl)piperazin-1-yl)-N-(3-(2,6-dioxopiperidin-3-ylamino)phenyl)acetamide